tert-butyl (2S,6S*)-2-{[(1S)-1-cyano-2-[4-(3-methyl-2-oxo-2,3-dihydro-1,3-benzoxazol-5-yl)phenyl]ethyl]carbamoyl}-6-hydroxy-1,4-oxazepane-4-carboxylate C(#N)[C@H](CC1=CC=C(C=C1)C=1C=CC2=C(N(C(O2)=O)C)C1)NC(=O)[C@H]1OC[C@H](CN(C1)C(=O)OC(C)(C)C)O |o1:27|